OC1=C(C(NC(=N1)C1=CC=NC=C1)=O)C(F)(F)F 6-hydroxy-2-(4-pyridyl)-5-(trifluoromethyl)-4(3H)-pyrimidinone